Tert-butyl-(3R)-3-methyl-4-{5-nitro-6-[(pyrimidin-4-yl)amino]Pyridin-2-yl}piperazine C(C)(C)(C)N1C[C@H](N(CC1)C1=NC(=C(C=C1)[N+](=O)[O-])NC1=NC=NC=C1)C